tert-butyl N-[2-[(2R)-4-[5-[1-[(2-cyano-3-pyridyl)methyl]-2,2-dimethyl-3-oxo-pyrrolo[2,3-b]pyridin-6-yl]pyrimidin-2-yl]-2-methyl-piperazin-1-yl]-2-oxo-ethyl]carbamate C(#N)C1=NC=CC=C1CN1C(C(C=2C1=NC(=CC2)C=2C=NC(=NC2)N2C[C@H](N(CC2)C(CNC(OC(C)(C)C)=O)=O)C)=O)(C)C